dimethylsilyl-bis(2-methyl-4-tert-butyl-1-indenyl)zirconium dichloride [Cl-].[Cl-].C[SiH](C)[Zr+2](C1C(=CC2=C(C=CC=C12)C(C)(C)C)C)C1C(=CC2=C(C=CC=C12)C(C)(C)C)C